COCCCC1(C(CCCC1)=C)C(=O)O 1-(3-methoxypropyl)-2-methylenecyclohexane-1-carboxylic acid